C([O-])(O)=O.[Na+].[Cl-].[K+] Kalium chlorid Natrium carbonat